bis(hydroxymethyl)-2,2'-bipyridine OCC1=C(C(=NC=C1)C1=NC=CC=C1)CO